1,3-dimethyl-2,4-dioxo-1,2,3,4-tetrahydroquinazoline-6-sulfonyl chloride CN1C(N(C(C2=CC(=CC=C12)S(=O)(=O)Cl)=O)C)=O